C(C)OC(=O)C1=C(N=C(S1)NC1=NC(=CC(=N1)N1CCN(CC1)C)C1=CC(=C(C(=C1)OC)OC)OC)C 2-[4-(4-Methyl-1-piperazin-yl)-6-(3,4,5-trimethoxy-phenyl)-pyrimidin-2-ylamino]-4-methylthiazole-5-carboxylic acid ethyl ester